2-(1-(trifluoromethyl)-3-oxocyclobutoxy)ethane-1-ol FC(C1(CC(C1)=O)OCCO)(F)F